ClC1=CC(=C(C(=C1)C)C1=CC2=C(N=N1)N(C=C2)CC(=O)N(C)C)O 2-[3-(4-Chloro-2-hydroxy-6-methylphenyl)-7H-pyrrolo[2,3-c]pyridazin-7-yl]-N,N-dimethylacetamide